hexacosanoyl-2-hydroxysn-glycero-3-phosphocholine C(CCCCCCCCCCCCCCCCCCCCCCCCC)(=O)C(OP(OC[C@@H](CO)OO)(=O)[O-])C[N+](C)(C)C